COC=1C=C2CCC(CC2=CC1)C(=O)O 6-methoxy-1,2,3,4-tetrahydronaphthalene-2-carboxylic acid